4-(N-(4,4-dimethylcyclohexyl)isobutyramido)pyrrolidine-2-carboxylate CC1(CCC(CC1)N(C(C(C)C)=O)C1CC(NC1)C(=O)[O-])C